(6-chloro-3-pyridyl)-[4-(2-tricyclo[9.4.0.03,8]pentadeca-1(11),3(8),4,6,12,14-hexaenyl)piperazin-1-yl]methanone ClC1=CC=C(C=N1)C(=O)N1CCN(CC1)C1C=2C=CC=CC2CCC=2C=CC=CC12